7-amino-8-(3-hydroxy-2,6-dimethylphenyl)-2,3-dimethyl-quinoxaline-6-carboxamide NC1=C(C=C2N=C(C(=NC2=C1C1=C(C(=CC=C1C)O)C)C)C)C(=O)N